3-[4-amino-5-(trifluoromethyl)pyrrolo[2,1-f][1,2,4]triazin-7-yl]-2-fluoro-N-[(3R,4S)-4-fluoro-1-(4,4,4-trifluoro-3-hydroxy-3-methylbutanoyl)pyrrolidin-3-yl]-6-methylbenzamide NC1=NC=NN2C1=C(C=C2C=2C(=C(C(=O)N[C@@H]1CN(C[C@@H]1F)C(CC(C(F)(F)F)(C)O)=O)C(=CC2)C)F)C(F)(F)F